2-(1-(pyridin-2-yl)-1H-pyrazol-4-yl)acetamide N1=C(C=CC=C1)N1N=CC(=C1)CC(=O)N